2,6-difluoro-N-(4-methoxybenzo[d]thiazol-2-yl)-4-(piperazin-1-ylmethyl)benzamide FC1=C(C(=O)NC=2SC3=C(N2)C(=CC=C3)OC)C(=CC(=C1)CN1CCNCC1)F